(R,E)-4-(dimethylamino)-N-(2-fluoro-4-(3-(quinazolin-2-ylamino)pyrrolidine-1-carbonyl)phenyl)but-2-enamide CN(C/C=C/C(=O)NC1=C(C=C(C=C1)C(=O)N1C[C@@H](CC1)NC1=NC2=CC=CC=C2C=N1)F)C